OC1=C(C(=CC(=C1CNC(C)=O)CCCCC)O)C1=C(C=CC(=C1)C)C(=C)C N-((2,6-dihydroxy-5'-methyl-4-pentyl-2'-(prop-1-en-2-yl)-[1,1'-biphenyl]-3-yl)methyl)acetamide